C(C)(C)C=1C(=NNC1C=1C=C(C=2N(C1)N=CN2)C)C(=O)N2CCOCC2 (4-isopropyl-5-(8-methyl-[1,2,4]triazolo[1,5-a]pyridin-6-yl)-1H-pyrazol-3-yl)(morpholino)methanone